N,N',N,N'-tetramethylhexamethylenediamine CN(CCCCCCN(C)C)C